6-(2-Fluoro-3-methoxyphenyl)-2-azaspiro[3.4]octan FC1=C(C=CC=C1OC)C1CC2(CNC2)CC1